N,N-dimethyldocosane-13,16-dien-5-amine CN(C(CCCC)CCCCCCCC=CCC=CCCCCC)C